methylolamid C(O)[NH-]